N-[(3R)-1-[(3-{[(2S)-oxetan-2-yl]methyl}-6-[5-(trifluoromethyl)-4H-1,2,4-triazol-3-yl]-3H-imidazo[4,5-c]pyridin-2-yl)methyl]pyrrolidin-3-yl]pyridin-2-amine O1[C@@H](CC1)CN1C(=NC2=C1C=NC(=C2)C2=NN=C(N2)C(F)(F)F)CN2C[C@@H](CC2)NC2=NC=CC=C2